C1(=CC=CC2=CC=CC=C12)C1(CCC1)O 1-(Naphthalen-1-yl)cyclobutanol